4-(difluoromethoxy)-2-hydroxy-5-methylbenzoic acid FC(OC1=CC(=C(C(=O)O)C=C1C)O)F